[5-[3-chloro-6-fluoro-2-[2-(3-methylbenzotriazol-5-yl) ethyl] phenyl]-1,3-dimethyl-6-oxo-pyridazin-4-yl] 2-methylpropionate CC(C(=O)OC=1C(=NN(C(C1C1=C(C(=CC=C1F)Cl)CCC1=CC2=C(N=NN2C)C=C1)=O)C)C)C